FC1=C(C(=CC(=C1)CN1CCC(CC1)C1=CC=CC=C1)O)N1CC(NS1(=O)=O)=O 5-[2-fluoro-6-hydroxy-4-[(4-phenyl-1-piperidyl)methyl]phenyl]-1,1-dioxo-1,2,5-thiadiazolidin-3-one